4-(pyridin-2-yl)cyclohex-3-ene-1-carbaldehyde N1=C(C=CC=C1)C1=CCC(CC1)C=O